C(CCCCCCCCCCCCC)S(=O)CCO 2-hydroxyethyl tetradecyl sulfoxide